1-(tetrahydro-2H-pyran-4-yl)-2-((1-tosyl-1H-pyrrolo[2,3-b]pyridin-4-yl)oxy)ethan-1-one O1CCC(CC1)C(COC1=C2C(=NC=C1)N(C=C2)S(=O)(=O)C2=CC=C(C)C=C2)=O